CC(=O)N[C@@H]1[C@H](C[C@@](O[C@H]1[C@@H]([C@@H](CO)O)O)(C(=O)O)OC[C@@H]2[C@@H]([C@@H]([C@H]([C@@H](O2)O[C@@H]3[C@H](O[C@H]([C@@H]([C@H]3O)NC(=O)C)O[C@H]4[C@H]([C@H](O[C@H]([C@@H]4O)O[C@@H]5[C@H](O[C@H]([C@@H]([C@H]5O)NC(=O)C)O[C@H]6[C@H]([C@@H]([C@H](O[C@@H]6OC[C@@H]7[C@H]([C@@H]([C@@H]([C@@H](O7)O[C@@H]8[C@H](O[C@H]([C@@H]([C@H]8O)NC(=O)C)O[C@@H]9[C@H](OC([C@@H]([C@H]9O)NC(=O)C)O)CO)CO)O)O[C@@H]1[C@H]([C@H]([C@@H]([C@H](O1)CO)O)O)O[C@H]1[C@@H]([C@H]([C@@H]([C@H](O1)CO)O[C@H]1[C@@H]([C@H]([C@H]([C@H](O1)CO)O)O[C@H]1[C@@H]([C@H]([C@@H]([C@H](O1)CO)O[C@H]1[C@@H]([C@H]([C@H]([C@H](O1)CO[C@@]1(C[C@@H]([C@H]([C@@H](O1)[C@@H]([C@@H](CO)O)O)NC(=O)C)O)C(=O)O)O)O)O)O)NC(=O)C)O)O)NC(=O)C)O)CO)O)O)CO)CO)O)CO)O)O)O)O The molecule is a branched amino oligosaccharide that is a pentadecasaccharide derivative consisting of a linear trisaccharide of beta-D-mannose and two N-acetyl-beta-D-glucosamine residues all linked in sequence (1->4), to the mannosyl residue of which are linked linked (1->3) and (1->6) two N-acetyl-alpha-neuraminyl-(2->6)-beta-D-galactosyl-(1->4)-N-acetyl-beta-D-glucosaminyl-(1->3)-beta-D-galactosyl-(1->4)-N-acetyl-beta-D-glucosaminyl-(1->2)-alpha-D-mannosyl linear hexasaccharide units. It is an amino oligosaccharide and a glucosamine oligosaccharide.